N1(C=NC=C1)C(C)=NC=1SC(=CC1)Cl N-(1-(1H-Imidazol-1-yl)ethylidene)-5-chlorothiophen-2-amine